C(CCCCCCCCCCCCCCCCCCCCCCCCCCCCC)O triacontanyl alcohol